(S)-(2-(Difluoromethylidene)tetrahydro-1H-pyrrolizin-7a(5H)-yl)methanol FC(=C1C[C@@]2(CCCN2C1)CO)F